C(C#CC)C=1N=C2N(N(C(C=C2N2[C@H](CN([C@@H](C2)CC)C(C)C2=C(C3=C(N=C(S3)C)C=C2)F)CC)=O)C)C1 2-(but-2-yn-1-yl)-8-((2s,5r)-2,5-diethyl-4-(1-(7-fluoro-2-methylbenzo[d]thiazol-6-yl)ethyl)piperazin-1-yl)-5-methylimidazo[1,2-b]pyridazin-6(5H)-one